FC=1C=C(C(=NC1)N1C[C@@H](N(CC1)C(CCS(=O)(=O)C1=C2C=CC=NC2=CC=C1)=O)C)C (S)-1-(4-(5-fluoro-3-methylpyridin-2-yl)-2-methylpiperazin-1-yl)-3-(quinolin-5-ylsulfonyl)propan-1-one